Silicon-boron-gadolinium [Gd].[B].[Si]